ClC=1C=C(C=C2[C@@H](CCOC12)O)C1OCCO1 |r| rac-8-Chloro-6-(1,3-dioxolan-2-yl)chroman-4-ol